C(C1=CC=CC=C1)(=O)C=1C(OC2=CC=CC=C2C1)O 3-benzoylchrom-3-en-2-ol